(2R)-2-amino-3-(3-cyanophenyl)propionic acid N[C@@H](C(=O)O)CC1=CC(=CC=C1)C#N